N\C(=C(/C(=O)OC)\C(NC1=CC=C(C=C1)F)=O)\C Methyl (Z)-3-amino-2-((4-fluorophenyl)carbamoyl)but-2-enoate